1-([[4-iodo-6-(morpholin-4-yl)pyridin-2-yl]oxy]methyl)cyclopropan-1-ol IC1=CC(=NC(=C1)N1CCOCC1)OCC1(CC1)O